ethyl 4-[2-(3-hydroxy-1-methyl-2-oxo-indolin-3-yl)ethynyl]-2,6-dimethyl-7-oxo-1H-pyrrolo[2,3-c]pyridine-3-carboxylate OC1(C(N(C2=CC=CC=C12)C)=O)C#CC=1C2=C(C(N(C1)C)=O)NC(=C2C(=O)OCC)C